ClC=1N=C2C(=NC1)NC=C2C2=NC1=CC=CC=C1C(=N2)NC2C(C1CCC2CC1)C(=O)O (+/-)-trans-3-((2-(2-chloro-5H-pyrrolo[2,3-b]pyrazin-7-yl)quinazolin-4-yl)amino)bicyclo[2.2.2]octane-2-carboxylic acid